C(C)N1CC(C(C1)(C)C)NC(C1=CC(=NC=C1)N1C=NC=C1)=O N-(1-ethyl-4,4-dimethylpyrrolidin-3-yl)-2-(1H-imidazol-1-yl)isonicotinamide